Cl.C(C)N1CCN(CC1)C1=CC=C(C=C1)NC1=NC(=NC=2C=NNC(C21)=O)C2=CSC=C2 4-(4-(4-Ethylpiperazin-1-yl)phenylamino)-2-(thiophen-3-yl)pyrimido[4,5-d]pyridazin-5(6H)-on Hydrochlorid